NN1C=NC(=C2N3C(N=C12)N(C(N3C)=O)CCN3N=CC(=C3)C(=O)NC3CC3)C=3OC=CC3 1-[2-[5-Amino-8-(2-furyl)-1-methyl-2-oxo-[1,2,4]triazolo[5,1-f]purin-3-yl]ethyl]-N-cyclopropyl-pyrazole-4-carboxamide